C12(CC(C1)C2)CO bicyclo[1.1.1]pent-1-ylmethanol